2-(2-fluoroethoxy)-6-methoxy-3-nitropyridine FCCOC1=NC(=CC=C1[N+](=O)[O-])OC